trans-N-(3-ethylpiperidin-4-yl)-2,2-dimethyl-3-((3-(trifluoromethyl)pyridin-2-yl)oxy)propanamide C(C)[C@@H]1CNCC[C@H]1NC(C(COC1=NC=CC=C1C(F)(F)F)(C)C)=O